C(C=C)(=O)N1C[C@H](CCC1)C1=CN(C=2C(=NNC(C21)=O)N)C2=CC=C(C=C2)OC2=C(C(=CC=C2)F)F (R)-3-(1-Acryloylpiperidin-3-yl)-7-amino-1-(4-(2,3-difluorophenoxy)phenyl)-1,5-dihydro-4H-pyrrolo[2,3-d]pyridazin-4-on